F[C@@H]1O[C@H]([C@@H]([C@H]([C@@H]1CCC(=O)[O-])CCC(=O)[O-])CCC(=O)[O-])C (2S,3S,4R,5R,6S)-2-fluoro-6-methyltetrahydro-2H-pyran-3,4,5-triyltripropionate